ClC1=NC=C(C(=O)NC)C(=C1)NC1=CN(C2=C1C(N(C=C2)CC)=O)C 6-Chloro-4-((5-ethyl-1-methyl-4-oxo-4,5-dihydro-1H-pyrrolo[3,2-c]pyridin-3-yl)amino)-N-methylnicotinamide